BrC=1SC=CC1CC(CCCCCC)CCCC 2-bromo-3-(2-butyloctyl)thiophene